BrC=1C=NN(C1C1=CC(=CC=C1)OC1CCC1)C 4-bromo-5-[3-(cyclobutoxy)phenyl]-1-methyl-pyrazole